5-methoxym-xylylenediamine COC=1C=C(C=C(C1)CN)CN